FC=1C=C(C(=O)NC=2N=NC(=CC2)C=2CCNCC2)C=CC1C=1CCNCC1 3-fluoro-4-(1,2,3,6-tetrahydro-pyridin-4-yl)-N-[6-(1,2,3,6-tetrahydro-pyridin-4-yl)-pyridazin-3-yl]-benzamide